(2Z)-2-{[7-amino-4-(3-methyl-1H-indazol-5-yl)-1-oxo-2,3-dihydro-1H-isoindol-2-yl]methyl}-3-(1-methyl-1H-pyrazol-4-yl)prop-2-enenitrile NC=1C=CC(=C2CN(C(C12)=O)C/C(/C#N)=C/C=1C=NN(C1)C)C=1C=C2C(=NNC2=CC1)C